2-(2,6-Difluorophenyl)-1-((1S,3R)-3-(hydroxymethyl)-1-methyl-5-(1H-pyrazol-4-yl)-3,4-dihydroisochinolin-2(1H)-yl)ethan-1-on FC1=C(C(=CC=C1)F)CC(=O)N1[C@H](C2=CC=CC(=C2C[C@@H]1CO)C=1C=NNC1)C